C(C)(=O)N1[C@@H](CN(CC1)C(\C=C/Cl)=O)C1=CC(=CC(=C1)C=1C=CC=2N(C1)N=NN2)Cl (R,Z)-1-(4-acetyl-3-(3-chloro-5-(tetrazolo[1,5-a]pyridin-6-yl)phenyl)piperazin-1-yl)-3-chloroprop-2-en-1-one